ClC=1C(=CC2=C(N(C(N=C2N2CC3N(CC2)C(C(CC3)=C)=C=O)=O)C=3C(=NC=CC3C)C(C)C)N1)F 7-chloro-6-fluoro-1-(2-isopropyl-4-methylpyridin-3-yl)-4-(7-methylene-6-carbonyloctahydro-2H-pyrido[1,2-a]pyrazin-2-yl)pyrido[2,3-d]pyrimidin-2(1H)-one